di(phosphoethyl)glycine P(=O)(O)(O)CCN(CC(=O)O)CCP(=O)(O)O